C(C)(C)(C)N(C(=O)OC1CN(C1)CCCOCCC=1C=CC2=C(C=CS2)C1)C1=CC=C(C=C1)N1C(=NC=2C1=NC(=CC2)C2=CC=CC=C2)C=2C(=NC=CC2)N 1-(3-(2-(1-benzothiophen-5-yl)ethoxy)propyl)azetidin-3-ol tert-butyl-(4-(2-(2-aminopyridin-3-yl)-5-phenyl-3H-imidazo[4,5-b]pyridin-3-yl)phenyl)carbamate